N-({5-fluoro-6-[(5-methyl-3-isoxazolyl)methoxy]-2-indolyl}methyl)1-methylcyclopropanecarboxamide FC=1C=C2C=C(NC2=CC1OCC1=NOC(=C1)C)CNC(=O)C1(CC1)C